FC(C)(F)C=1C=C(C=CC1)C1=NN(C=2C1=NC=C(C2)C(=O)NC2(CS(C2)(=O)=O)C)C(C)C 3-[3-(1,1-difluoroethyl)phenyl]-1-isopropyl-N-(3-methyl-1,1-dioxo-thietan-3-yl)pyrazolo[4,3-b]pyridine-6-carboxamide